ClC1=NN(C=C1)C(CC(=O)N1CCC(CC1)(O)CN1C=NC=2C(C1=O)=NSC2C=2C=C1CC(CC1=C(C2)Cl)NC)C(F)F 6-((1-(3-(3-chloro-1H-pyrazol-1-yl)-4,4-difluorobutyryl)-4-hydroxypiperidin-4-yl)methyl)-3-(7-chloro-2-(methylamino)-2,3-dihydro-1H-inden-5-yl)isothiazolo[4,3-d]pyrimidin-7(6H)-one